1-(3-hydroxy-2-methyl-6-(((1-methylcyclobutyl)amino)methyl)pyridin-4-yl)ethan-1-one OC=1C(=NC(=CC1C(C)=O)CNC1(CCC1)C)C